tetrabutyl hexane-1,6-diyl bis(phosphate) P(=O)(OCCCC)(OCCCC)OCCCCCCOP(=O)(OCCCC)OCCCC